OCC1=CC=C(OCC(=O)O)C=C1 4-(hydroxymethyl)phenoxyacetic acid